ONC(C1=CC=C(C=C1)CN(CC1=C(C(=C(C(=C1)F)F)F)F)CC=1C=NC=CC1)=O N-hydroxy-4-(((pyridin-3-ylmethyl)(2,3,4,5-tetrafluorobenzyl)amino)methyl)benzamide